C(CC=C)NC(OC(C)(C)C)=O Tert-butyl but-3-en-1-ylcarbamate